NC([C@H]([C@@H](C)O)NCC1N(C2(CN(C2=O)OCC2=CC=CC=C2)CC1)C(=O)OC(C)(C)C)=O Tert-Butyl 6-((((2S,3R)-1-amino-3-hydroxy-1-oxobutan-2-yl)amino)methyl)-2-(benzyloxy)-1-oxo-2,5-diazaspiro[3.4]octane-5-carboxylate